C(C)OC(CN(C1=CC(=CC=C1)OC)C(CN=[N+]=[N-])=O)=O N-(2-azidoacetyl)-N-(3-methoxyphenyl)glycine ethyl ester